N1=C(C=CC=C1)C1COC2=C3N1C(NC3=CC=C2)=O 4-pyridin-2-yl-4,5-dihydroimidazo[1,5,4-de][1,4]benzoxazin-2(1H)-one